3-Chroman-8-yl-pyridine-2,6-diamine O1CCCC2=CC=CC(=C12)C=1C(=NC(=CC1)N)N